O=CCCO[C@H]1CN(CCCC1)C(=O)OC(C)(C)C tert-butyl (R)-3-(3-oxopropoxy)azepane-1-carboxylate